4-(4-morpholinyl-6-(piperazin-1-yl)-1,3,5-triazin-2-yl)4-(trifluoromethyl)pyrimidine-2-amine N1(CCOCC1)C1=NC(=NC(=N1)N1CCNCC1)C1(NC(=NC=C1)N)C(F)(F)F